C(CCCCCCCCCCCCC)(=O)OCCCCCCCCCCCCCCCCCCCCCCCCCC hexacosyl n-tetradecanoate